C1(CCC1)NCCNC=1C=C2N=CC(=NC2=CC1)C1=CC2=CN(N=C2C(=C1O)C)C 5-(6-{[2-(cyclobutylamino)ethyl]amino}quinoxalin-2-yl)-2,7-dimethylindazol-6-ol